[Au].[Pb].[Bi].[Te] tellurium-bismuth-lead-gold